C(C)(C)(C)OC(=O)N1[C@@H](COCC1)C=1C=C(C=C2CCN(CC12)C(=O)[C@@H]1COCC1)C=1C=C2C(=NC1)NC=C2C (R)-3-[6-(3-methyl-1H-pyrrolo[2,3-b]pyridin-5-yl)-2-[(S)-tetrahydrofuran-3-carbonyl]-1,2,3,4-tetrahydroisoquinolin-8-yl]morpholine-4-carboxylic acid tert-butyl ester